3-(3,6-dihydro-2H-pyran-4-yl)-6-(4-methoxyphenyl)-5-methyl-2-phenylpyrazolo[1,5-a]pyrimidin-7(4H)-one O1CCC(=CC1)C=1C(=NN2C1NC(=C(C2=O)C2=CC=C(C=C2)OC)C)C2=CC=CC=C2